NC1=C(C(=NC(=C1F)C1=CC=C2C=CNC2=C1F)C(=O)O)Cl 4-amino-3-chloro-5-fluoro-6-(7-fluoro-indol-6-yl)pyridine-2-carboxylic acid